3,6-difluoro-pyrazine-2-carbonitrile FC=1C(=NC(=CN1)F)C#N